2-(8-Fluoro-1,1-dioxo-4-oxothiochroman-3-yl)-2-oxoacetic acid ethyl ester C(C)OC(C(=O)C1CS(C2=C(C=CC=C2C1=O)F)(=O)=O)=O